lithium 6-((1H-pyrazolo[3,4-b]pyridin-5-yl)methyl)-4,5,6,7-tetrahydrothieno[2,3-c]pyridine-3-carboxylate N1N=CC=2C1=NC=C(C2)CN2CC1=C(CC2)C(=CS1)C(=O)[O-].[Li+]